N-((7-(5-(difluoromethyl)-1,3,4-oxadiazol-2-yl)imidazo[1,2-a]pyridin-2-yl)methyl)-6-fluoropyridin-3-amine FC(C1=NN=C(O1)C1=CC=2N(C=C1)C=C(N2)CNC=2C=NC(=CC2)F)F